ClC1=NN(C=C1C#N)CC(=O)[C@H]1C[C@H]([C@H]2[C@@H]3CC[C@@H]4C[C@](CC[C@@H]4[C@H]3CC[C@]12C)(C)O)C1CC1 3-Chloro-1-(2-((3R,5R,8R,9R,10S,13S,14S,15S,17S)-15-cyclopropyl-3-hydroxy-3,13-dimethylhexadecahydro-1H-cyclopenta[a]phenanthren-17-yl)-2-oxoethyl)-1H-pyrazole-4-carbonitrile